(3S,5R)-1-Acryloyl-5-(methoxymethyl)pyrrolidin-3-yl-3-((3-cyanoimidazo[1,2-a]pyridin-2-yl)ethynyl)-5-(methylamino)-1H-pyrazole-4-carboxamide C(C=C)(=O)N1C[C@H](C[C@@H]1COC)N1N=C(C(=C1NC)C(=O)N)C#CC=1N=C2N(C=CC=C2)C1C#N